C12(CC2C1)C(=O)NC1=NC2=CC(=CC(=C2C=C1C)N1CCN(CC1)C(=O)N(C)C)S(NC1(CC1)C)(=O)=O 4-(2-(bicyclo[1.1.0]butane-1-carboxamido)-3-methyl-7-(N-(1-methylcyclopropyl)sulfamoyl)quinolin-5-yl)-N,N-dimethylpiperazine-1-carboxamide